5-(pyridin-2-yl)-N-(3-(6-(trifluoromethoxy)-1H-benzo[d]imidazol-2-yl)phenyl)pyrazin-2-amine N1=C(C=CC=C1)C=1N=CC(=NC1)NC1=CC(=CC=C1)C1=NC2=C(N1)C=C(C=C2)OC(F)(F)F